6-((4-chloro-1H-pyrazol-1-yl)methyl)-4-(2-methyl-2,8-diazaspiro[4.5]decan-8-yl)-2-(pyridin-4-yl)pyrido[3,4-d]pyrimidine ClC=1C=NN(C1)CC1=CC2=C(N=C(N=C2N2CCC3(CCN(C3)C)CC2)C2=CC=NC=C2)C=N1